O=C1C=C(N=C2N1C=C(C=C2)N2CCN(C1(CC1)C2)C(=O)OCC2=CC=CC=C2)OS(=O)C2=CC=C(C=C2)C benzyl 7-(4-oxo-2-((p-tolyl sulfinyl) oxy)-4H-pyrido[1,2-a]pyrimidin-7-yl)-4,7-diazaspiro[2.5]octane-4-carboxylate